tert-butyl 6-[(4-methyltetrahydropyran-4-yl)methyl]-2,6-diazaspiro[3.3]heptane-2-carboxylate CC1(CCOCC1)CN1CC2(CN(C2)C(=O)OC(C)(C)C)C1